COC(C1=CC=C(C=C1)C(C1=C(C(=CC=C1OCOCC)OC)F)=O)=O 4-(6-(ethoxymethoxy)-2-fluoro-3-methoxybenzoyl)benzoic acid methyl ester